ClC1=CC(=NC=N1)O[C@@H]1CN(CC1)CC(=O)NC=1C=CC=C2C(=CNC12)C1=NC(=NC=C1C)NC1=NN(C(=C1)C)C (S)-2-(3-((6-chloropyrimidin-4-yl)oxy)pyrrolidin-1-yl)-N-(3-(2-((1,5-dimethyl-1H-pyrazol-3-yl)amino)-5-methylpyrimidin-4-yl)-1H-indol-7-yl)acetamide